4-((4-(7-chloro-1-methyl-2,3-dioxo-2,3-dihydropyrido[2,3-b]pyrazin-4(1H)-yl)piperidin-1-yl)sulfonyl)benzonitrile ClC1=CC2=C(N(C(C(N2C)=O)=O)C2CCN(CC2)S(=O)(=O)C2=CC=C(C#N)C=C2)N=C1